ClC1=C(CC2=CC(=C(C(=N2)C(CCC(=O)O)=O)O)C#N)C(=CC=C1)C#N 4-[6-(2-Chloro-6-cyano-benzyl)-4-cyano-3-hydroxy-pyridin-2-yl]-4-oxo-butyric acid